O1C(COCC1)C(=O)NC1CCN(CC1)C=1SC=C(N1)C(=O)N[C@@H](CO[Si](C)(C)C(C)(C)C)C(=O)N[C@@H](COC(C)=O)C(=O)OC methyl N-(N-(2-(4-(1,4-dioxane-2-carboxamido)piperidin-1-yl)thiazole-4-carbonyl)-O-(tert-butyldimethylsilyl)-L-seryl)-O-acetyl-L-serinate